(3R,4R)-3-methyl-2-oxa-8-azaspiro[4.5]decan-4-amine hydrochloride Cl.C[C@H]1OCC2([C@H]1N)CCNCC2